tert-butyl (3R,4R)-4-amino-3-(3,4-dichlorophenyl)piperidine-1-carboxylate p-toluenesulfonate CC1=CC=C(C=C1)S(=O)(=O)O.N[C@H]1[C@@H](CN(CC1)C(=O)OC(C)(C)C)C1=CC(=C(C=C1)Cl)Cl